2,4,7-trichloro-8-fluoro-3-nitro-1,6-naphthyridine ClC1=NC2=C(C(=NC=C2C(=C1[N+](=O)[O-])Cl)Cl)F